5-(aminomethyl)-2-methyl-N-[(1R)-1-[2-(1-methyl-1H-pyrazol-4-yl)quinolin-4-yl]ethyl]benzamide NCC=1C=CC(=C(C(=O)N[C@H](C)C2=CC(=NC3=CC=CC=C23)C=2C=NN(C2)C)C1)C